COC1=CC=C(CN2N=CC=C2C(=O)N)C=C1 1-(4-methoxybenzyl)-1H-pyrazole-5-carboxamide